piperidinium chloride salt [Cl-].[NH2+]1CCCCC1